(2r,4r)-2-(((S)-1-((5-chloro-2-(methylsulfonyl)benzyl)amino)-1-oxopropan-2-yl)carbamoyl)-4-phenylpyrrolidine-1-carboxylic acid tert-butyl ester C(C)(C)(C)OC(=O)N1[C@H](C[C@@H](C1)C1=CC=CC=C1)C(N[C@H](C(=O)NCC1=C(C=CC(=C1)Cl)S(=O)(=O)C)C)=O